C1(CCC1)N1CCC(CC1)OC1=CC=C(C=C1)NC(=O)NCCN1CCSCC1 1-(4-((1-cyclobutylpiperidin-4-yl)oxy)phenyl)-3-(thiomorpholinoethyl)urea